CN1N=C(C=C1)C1C(CCC1)=O 2-(1-methyl-1H-pyrazol-3-yl)cyclopentane-1-one